Zinc(II) bromide [Br-].[Zn+2].[Br-]